(2-aminocyclohexyl)-(4'-aminocyclohexyl)-methane NC1C(CCCC1)CC1CCC(CC1)N